2-cinnamoyl-1,3-di-p-tolylpropane C(C=CC1=CC=CC=C1)(=O)C(CC1=CC=C(C=C1)C)CC1=CC=C(C=C1)C